N-(2-((2-(dimethylamino)ethyl)(methyl)amino)-4-methoxy-5-((6-((R)-3-(2,3,4-trifluorophenyl)isoxazolidine-2-yl)pyrimidine-4-yl)amino)phenyl)acrylamide CN(CCN(C1=C(C=C(C(=C1)OC)NC1=NC=NC(=C1)N1OCC[C@@H]1C1=C(C(=C(C=C1)F)F)F)NC(C=C)=O)C)C